C(C)(C)(C)OC(=O)N[C@H](C(=O)OCC1=CC=CC=C1)C(C)C benzyl (2S)-2-(tert-butoxycarbonylamino)-3-methyl-butanoate